(1s,4s)-4-(((tert-butyldiphenylsilyl)oxy)methyl)-1-vinylcyclohexan-1-ol [Si](C1=CC=CC=C1)(C1=CC=CC=C1)(C(C)(C)C)OCC1CCC(CC1)(O)C=C